ClC=1SC(=CC1C(C(=O)O)(F)F)Cl (2,5-dichlorothiophen-3-yl)(difluoro)acetic acid